(S)-2-amino-3-(methoxyimino)-butyric acid N[C@H](C(=O)O)C(C)=NOC